2-[4-(4,4,5,5-tetramethyl-1,3,2-dioxa-borolan-2-yl)-1H-pyrazol-1-yl]ethan-1-ol CC1(OB(OC1(C)C)C=1C=NN(C1)CCO)C